tert-butyl 4-(2-fluoro-4-nitro-phenyl)-1,4-diazepane-1-carboxylate FC1=C(C=CC(=C1)[N+](=O)[O-])N1CCN(CCC1)C(=O)OC(C)(C)C